4-(1-carbamimidoyl-1,2,3,6-tetrahydro-pyridin-4-yl)-N-[4-(1-carbamimidoyl-1,2,3,6-tetrahydro-pyridin-4-yl)-3-methoxy-phenyl]-2-methyl-benzamide C(N)(=N)N1CCC(=CC1)C1=CC(=C(C(=O)NC2=CC(=C(C=C2)C=2CCN(CC2)C(N)=N)OC)C=C1)C